4-(2,6-difluoro-4-(((6-methoxy-1-methyl-2-oxo-1,2-dihydropyrimidin-4-yl)oxy)methyl)phenoxy)-2-(trifluoromethyl)benzonitrile FC1=C(OC2=CC(=C(C#N)C=C2)C(F)(F)F)C(=CC(=C1)COC1=NC(N(C(=C1)OC)C)=O)F